CC1(C(=O)OCCC1)C α,α-dimethyl-δ-valerolactone